ClC=1C=C(C(=O)NS(=O)(=O)C2=C(C=C(C=C2)F)F)C=CC1OCC1CCCC1 3-chloro-4-(cyclopentylmethoxy)-N-((2,4-difluorophenyl)sulfonyl)benzamide